(2-bromo-4-oxo-6,7-dihydrothieno[3,2-c]Pyridin-5-yl)-2-(5-fluoro-2-methoxy-phenyl)acetic acid BrC1=CC=2C(N(CCC2S1)C(C(=O)O)C1=C(C=CC(=C1)F)OC)=O